C(C1=CC=CC=C1)OC=1C(=CC(=C(C1)NC(OCC=C)=O)C(=O)N1[C@@H](CC(=CC1)C1=CC=C(C=C1)OC)CO[Si](C)(C)C(C)(C)C)OC allyl (S)-(5-(benzyloxy)-2-(2-(((tert-butyldimethylsilyl)oxy)methyl)-4-(4-methoxyphenyl)-1,2,3,6-tetrahydropyridine-1-carbonyl)-4-methoxyphenyl)carbamate